4-[4-(1,3-benzothiazol-2-yloxy)-3-methoxyphenyl]-butan-2-ol S1C(=NC2=C1C=CC=C2)OC2=C(C=C(C=C2)CCC(C)O)OC